C1(=CC=CC=C1)C1C=2N(CCN1)C=CC2 1-phenyl-1,2,3,4-tetrahydropyrrolo[1,2-a]pyrazine